N-((6-(trifluoromethyl)-3-(4-(trifluoromethyl)phenyl)imidazo[1,5-a]pyridin-1-yl)methyl)methanesulfonamide FC(C=1C=CC=2N(C1)C(=NC2CNS(=O)(=O)C)C2=CC=C(C=C2)C(F)(F)F)(F)F